BrC1=CC(=C(C(=C1)NC(C)C)N)F 5-bromo-3-fluoro-N1-isopropylbenzene-1,2-diamine